C1(=CC=CC=C1)C1=NC(=NC(=N1)C1=CC=CC=C1)C=1C=C(C=CC1)C1=CC=C(C=C1)B1OC(C(O1)(C)C)(C)C 2,4-diphenyl-6-(4'-(4,4,5,5-tetramethyl-1,3,2-dioxaborolan-2-yl)-[1,1'-biphenyl]-3-yl)-1,3,5-triazine